SCC(CSCCSCCSCCS)(S)CS bis(mercaptomethyl)-3,6,9-trithiaundecane-1,11-dithiol